BrC1=CC=2C(C3=CC(=CC=C3N(C2C=C1)C1=CC=C(C=C1)C1=NC(=NC(=N1)C(C)(C)C)C(C)(C)C)Br)(CCCCCC)CCCCCC 2,7-dibromo-9,9-dihexyl-10-(4-(3,5-di-tert-butyl-2,4,6-triazinyl)phenyl)-9,10-dihydroacridine